4-(((2-(difluoromethoxy)ethyl)amino)methyl)-6-fluorobenz[cd]indol-2(1H)-one FC(OCCNCC=1C=C2C3=C(C(NC3=CC=C2F)=O)C1)F